ClC1=C(C(=NC(=N1)C)NC12CC(C1)(C2)F)[N+](=O)[O-] 6-chloro-N-{3-fluoro-bicyclo[1.1.1]pentan-1-yl}-2-methyl-5-nitropyrimidin-4-amine